FC(C=1C=C(C=C(C1)C(F)(F)F)C1=CCN(CC1)C(=O)OC(C)(C)C)(F)F tert-butyl 4-(3,5-bis(trifluoromethyl)phenyl)-5,6-dihydropyridine-1(2H)-carboxylate